3-(3-methyl-5-oxo-1-phenyl-4,5-dihydro-1H-pyrazole-4-carboxamido)benzoic acid ethyl ester C(C)OC(C1=CC(=CC=C1)NC(=O)C1C(=NN(C1=O)C1=CC=CC=C1)C)=O